3-fluoro-2'-methoxy-3'-(2-phenyloxazol-5-yl)-[1,1'-biphenyl] FC=1C=C(C=CC1)C1=C(C(=CC=C1)C1=CN=C(O1)C1=CC=CC=C1)OC